triallyltrimethylolpropane triacrylate C(C=C)(=O)O.C(C=C)(=O)O.C(C=C)(=O)O.C(C=C)C(CC(CO)(CO)CO)(CC=C)CC=C